1-butyl-3-[2-[2,4-dioxo-3-(2-trimethylsilylethoxymethyl)-1,3-diazaspiro[4.5]decan-1-yl]spiro[3.5]nonan-7-yl]urea C(CCC)NC(=O)NC1CCC2(CC(C2)N2C(N(C(C23CCCCC3)=O)COCC[Si](C)(C)C)=O)CC1